N,N,N',N'-tetraisopropyl-1-(2,4,6-trifluorophenethoxy)phosphanediamine C(C)(C)N(P(N(C(C)C)C(C)C)OCCC1=C(C=C(C=C1F)F)F)C(C)C